NC1=CN=NN2C1=CC=C2[C@H]2[C@@H]([C@@H]([C@@](O2)(C#N)COP(=O)(OC2=CC=CC=C2)N[C@@H](C)C(=O)O[C@H](C(=O)N)C)O)O (S)-1-amino-1-oxopropan-2-yl ((((2R,3S,4R,5S)-5-(4-aminopyrrolo[2,1-f]triazin-7-yl)-2-cyano-3,4-dihydroxytetrahydrofuran-2-yl)methoxy)(phenoxy) phosphoryl)-L-alaninate